(2E)-4-(dimethylamino)-1-[(2R)-2-methyl-4-[4-({3-methyl-4-[(1-methyl-1,3-benzodiazol-5-yl)oxy]phenyl}amino)pyrido[3,2-d]pyrimidin-6-yl]piperazin-1-yl]but-2-en-1-one CN(C/C=C/C(=O)N1[C@@H](CN(CC1)C=1C=CC=2N=CN=C(C2N1)NC1=CC(=C(C=C1)OC1=CC2=C(N(C=N2)C)C=C1)C)C)C